C(C)C1(C(CCC(C1)=O)=O)CC diethyl-1,4-cyclohexanedion